FC(C1=CC=C(C=C1)NC1=C(C=CC=C1)C1=CC(=NC=C1)NCC(=O)N)(F)F 2-((4-(2-((4-(Trifluoromethyl)phenyl)amino)phenyl)pyridin-2-yl)amino)acetamide